2-Methylen-1,3-dioxocan C=C1OCCCCCO1